ClC1=CN=C(S1)C(=O)N[C@@H]1C[C@@H](CCC1)N1C(=NC=2C=NC(=CC21)C2=NC(=NS2)C)CC(C)C 5-chloro-N-((1S,3R)-3-(2-isobutyl-6-(3-methyl-1,2,4-thiadiazol-5-yl)-1H-imidazo[4,5-c]pyridin-1-yl)cyclohexyl)thiazole-2-carboxamide